4-bromo-N-(2-chlorophenyl)benzamide BrC1=CC=C(C(=O)NC2=C(C=CC=C2)Cl)C=C1